N1=C(C=CC=C1)OC1=NC=CC=C1 pyridinyloxide